5-amino-8-(2,6-dimethyl-4-pyridinyl)-2-[[(2r,4r)-4-hydroxypyrrolidin-2-yl]methyl]-7-phenyl-[1,2,4]triazolo[4,3-c]pyrimidin-3-one NC1=NC(=C(C=2N1C(N(N2)C[C@@H]2NC[C@@H](C2)O)=O)C2=CC(=NC(=C2)C)C)C2=CC=CC=C2